3-(2-chloro-4'-morpholino-[1,1'-biphenyl]-3-yl)piperidine-2,6-dione ClC1=C(C=CC=C1C1C(NC(CC1)=O)=O)C1=CC=C(C=C1)N1CCOCC1